Cl.F\C=C(/CN)\CNC1=CC=C(C=C1)S(=O)(=O)N1CCN(CC1)C (2E)-2-(fluoromethylene)-N'-[4-(4-methylpiperazin-1-yl)sulfonylphenyl]propane-1,3-diamine hydrochloride